C(CC)C1=CC=CC=2NN=NC21 propylbenzotriazol